C1(CC=CC2=NC3=CC=CC=C3N=C12)=O phenazine-1(2H)-one